ONC(=O)[C@H]1[C@@H]2CC[C@H](CN1S(=O)(=O)C=1C=NC(=CC1)OC=1C=NC(=NC1)OC)N2C(=O)OCCOC 2-methoxyethyl (1S,2R,5R)-2-(hydroxycarbamoyl)-3-((6-((2-methoxy-pyrimidin-5-yl)oxy)-pyridin-3-yl)-sulfonyl)-3,8-diaza-bicyclo[3.2.1]octane-8-carboxylate